1-benzyloxycarbonylpyrrolidine-3-carboxylic acid C(C1=CC=CC=C1)OC(=O)N1CC(CC1)C(=O)O